C(#N)C=1C=C(C=CC1C)NC(C1=C(C(=CC=C1OC1=C(C=C(C=C1)F)C)C(F)(F)F)F)=O N-(3-cyano-4-methylphenyl)-2-fluoro-6-(4-fluoro-2-methylphenoxy)-3-(trifluoromethyl)benzamide